The molecule is a diether that is butane substituted by a 1-ethoxyethoxy group at position 1. It has a role as a metabolite. CCCCOC(C)OCC